BrC=1C(=C(C=CC1)C(C(=O)O)C)Cl (3-bromo-2-chlorophenyl)propionic acid